S(=O)(C1=CC=C(C=C1)N)(=O)[O-].[Cu+2].S(=O)(C1=CC=C(C=C1)N)(=O)[O-] copper sulfanilate